7-((2S,5R)-2,5-dimethyl-4-((R)-1-(quinoxalin-6-yl)ethyl)piperazin-1-yl)-4-methyl-2-(tetrahydro-2H-pyran-2-yl)-2,4-dihydro-5H-pyrazolo[4,3-d]pyrimidin-5-one C[C@@H]1N(C[C@H](N(C1)[C@H](C)C=1C=C2N=CC=NC2=CC1)C)C=1C=2C(N(C(N1)=O)C)=CN(N2)C2OCCCC2